tert-Butyl (S)-2-((S)-2-((((9H-fluoren-9-yl)methoxy)carbonyl)amino)-4,4-dimethylpentanamido)-6-diazo-5-oxohexanoate C1=CC=CC=2C3=CC=CC=C3C(C12)COC(=O)N[C@H](C(=O)N[C@H](C(=O)OC(C)(C)C)CCC(C=[N+]=[N-])=O)CC(C)(C)C